6,7-dichloro-2-methylquinoline-5,8-dione ClC=1C(C=2C=CC(=NC2C(C1Cl)=O)C)=O